6-chloro-5-[4-[1-(hydroxymethyl)cyclopropyl]phenyl]-3-[hydroxy(thieno[2,3-b]pyridin-2-yl)methylene]indolin-2-one hydrochloride Cl.ClC1=C(C=C2C(C(NC2=C1)=O)=C(C1=CC=2C(=NC=CC2)S1)O)C1=CC=C(C=C1)C1(CC1)CO